ClC1=C(C=CC(=C1)O)C=1C=C2C(=NN(C2=CC1)C(C1=CC=CC=C1)(C1=CC=CC=C1)C1=CC=CC=C1)NC(=O)C1CC(C1)N(C)C N-[5-(2-chloro-4-hydroxyphenyl)-1-trityl-1H-indazol-3-yl]-3-(dimethylamino)cyclobutanecarboxamide